(R)-2-(3-((4-(5-chloro-3-methyl-2-(morpholin-2-ylmethyl)phenyl)pyrrolo[2,1-f][1,2,4]triazin-6-yl)methyl)-2,4-dioxo-3,4-dihydropyrimidin-1(2H)-yl)acetic acid hydrochloride Cl.ClC=1C=C(C(=C(C1)C1=NC=NN2C1=CC(=C2)CN2C(N(C=CC2=O)CC(=O)O)=O)C[C@@H]2CNCCO2)C